NC1=NC=CC=C1[C@@H](C)N1CCOC=2C=3C1=NC(=NC3C(=C(C2Cl)C2=CC=C(C=3SC(=C(C32)C#N)NC([O-])=O)F)F)SC (4-((R)-4-((R)-1-(2-aminopyridin-3-yl)ethyl)-8-chloro-10-fluoro-2-(methylthio)-5,6-dihydro-4H-[1,4]oxazepino[5,6,7-de]quinazolin-9-yl)-3-cyano-7-fluorobenzo[b]thiophen-2-yl)carbamate